7-cyclopentyl-2-[4-[4-(2-hydroxyethyl)piperazin-1-yl]anilino]-N,N-dimethylpyrrolo[2,3-d]pyrimidine-6-carboxamide C1(CCCC1)N1C(=CC2=C1N=C(N=C2)NC2=CC=C(C=C2)N2CCN(CC2)CCO)C(=O)N(C)C